NCCC1=CC=C(NC(CC=2N=C(C3=C(N2)N(C=C3)C(=O)N)N(C)[C@H]3CN(CC[C@H]3C)C(CC#N)=O)=O)C=C1 [2-[4-(2-aminoethyl)anilino]-2-oxo-ethyl]-4-[[(3R,4R)-1-(2-cyanoacetyl)-4-methyl-3-piperidinyl]-methyl-amino]pyrrolo[2,3-d]pyrimidine-7-carboxamide